FC=1C(=C(C=CC1F)C(=O)N1CC(C1)(O)C(F)(F)F)NC1=C(C=C(C=C1)I)F 1-({3,4-difluoro-2-[(2-fluoro-4-iodophenyl)amino]phenyl}carbonyl)-3-(trifluoromethyl)azetidin-3-ol